FC(OC1CCC(CC1)C=1C(=NC(=NC1)N1C=NC=C1)C(=O)N)F ((1r,4r)-4-(difluoromethoxy)cyclohexyl)-2-(1H-imidazol-1-yl)pyrimidine-4-carboxamide